(E)-1-(2-Butoxy-6-hydroxyphenyl)-3-(4-butoxyphenyl)prop-2-en-1-one C(CCC)OC1=C(C(=CC=C1)O)C(\C=C\C1=CC=C(C=C1)OCCCC)=O